3,4-dichloro-5-hydroxybenzamide ClC=1C=C(C(=O)N)C=C(C1Cl)O